N(=[N+]=[N-])CC1=CC=C(C=C1)N1C[C@@H](CCC1)N(C(OC(C)(C)C)=O)CC1CCC1 tert-butyl (R)-(1-(4-(azidomethyl)phenyl)piperidin-3-yl)(cyclobutylmethyl)carbamate